C(C)(C)N1C(=NC2=NC=C(C=C21)C=2C=CN1N=C(N=CC12)N[C@@H]1C[C@H](C1)OCCOC)C 5-(1-isopropyl-2-methyl-1H-imidazo[4,5-b]pyridin-6-yl)-N-(trans-3-(2-methoxyethoxy)cyclobutyl)pyrrolo[2,1-f][1,2,4]triazin-2-amine